FC=1C=C(CC2=NC3=C(N2C[C@H]2OCC2)C=C(C=C3)C(=O)O)C=CC1C1=NC(=CC=C1)OCC=1C=NC=CC1 (S)-2-(3-fluoro-4-(6-(pyridin-3-ylmethoxy)pyridin-2-yl)benzyl)-1-(oxetan-2-ylmethyl)-1H-benzo[d]imidazole-6-carboxylic acid